C(C)C(C(=O)O)CC.C(C)C(C(=O)O)CC.C(C)C(C(=O)O)CC.C(CO)O ethylene glycol tri(2-ethylbutyrate)